N1=CC(=CC=C1)CCN R-3-pyridylethylamine